C(C1=CC=CC=C1)(=O)C1=CC=C(C=C1)NC(C(=C)C)=O N-(4-benzoylphenyl)METHACRYLAMIDE